CC(C)(C)CC(C)(C)NC(=O)C=C N-tert-octylacrylamide